4-amino-N-(2-(4-hydroxyphenyl)-2-oxoethyl)-3-morpholinobenzenesulfonamide NC1=C(C=C(C=C1)S(=O)(=O)NCC(=O)C1=CC=C(C=C1)O)N1CCOCC1